methyl ((6-(difluoromethoxy)-2-(2,2'-dimethyl-3'-(4,5,6,7-tetrahydrooxazolo[4,5-c]pyridin-2-yl)-[1,1'-biphenyl]-3-yl)benzo[d]oxazol-5-yl)methyl)-L-prolinate FC(OC1=CC2=C(N=C(O2)C=2C(=C(C=CC2)C2=C(C(=CC=C2)C=2OC3=C(CNCC3)N2)C)C)C=C1CN1[C@@H](CCC1)C(=O)OC)F